Dioctadecylaminochroman C(CCCCCCCCCCCCCCCCC)N(CCCCCCCCCCCCCCCCCC)C1OC2=CC=CC=C2CC1